potassium dihydrogenphosphate-acetic acid tert-butyl-9-((4-(3-(2,6-dioxopiperidin-3-yl)-1-methyl-1H-indazol-6-yl)piperidin-1-yl)methyl)-3-azaspiro[5.5]undecane-3-carboxylate C(C)(C)(C)OC(=O)N1CCC2(CC1)CCC(CC2)CN2CCC(CC2)C2=CC=C1C(=NN(C1=C2)C)C2C(NC(CC2)=O)=O.C(C)(=O)O.P(=O)(O)(O)[O-].[K+]